(S)-N-(1-cyclobutyl-6-(trifluoromethyl)-1H-benzo[d]imidazol-2-yl)-3,3,3-trifluoro-2-hydroxy-2-methylpropanamide C1(CCC1)N1C(=NC2=C1C=C(C=C2)C(F)(F)F)NC([C@](C(F)(F)F)(C)O)=O